Di-octyl Pentasulfid C(CCCCCCC)SSSSSCCCCCCCC